tert-Butyl (3aS,10aS)-7-methyl-8-((3,4,5-trifluorophenyl)carbamoyl)-3a,4,10,10a-tetrahydro-1H,7H-dipyrrolo[3,4-b:3',4'-f][1,4,5]oxathiazocin-2(3H)-carboxylat-5,5-dioxid CN1C(=C2OC[C@@H]3[C@H](NS(C2=C1)(=O)=O)CN(C3)C(=O)OC(C)(C)C)C(NC3=CC(=C(C(=C3)F)F)F)=O